1-((1r,3r,5s,6r)-3-(5-chloro-1H-indazol-7-yl)-3-hydroxy-bicyclo[3.1.0]hexane-6-yl)-3-methylurea ClC=1C=C2C=NNC2=C(C1)C1(C[C@H]2C([C@H]2C1)NC(=O)NC)O